NCCC1=C(C=CC=C1)[Pd]Cl [2-(2-aminoethyl)phenyl]-chloropalladium